C(C)(=O)OC=1C(OC(=CC1)C(=O)[O-])=O.[K+] potassium 3-acetoxy-2-oxo-2H-pyran-6-carboxylate